1,3,5-triazin-2-amin N1=C(N=CN=C1)N